OC(COC1CCC(CC1)NC(C)=O)(C)C N-((1r,4r)-4-(2-hydroxy-2-methylpropyloxy)cyclohexyl)acetamide